[Ni+]=O Nickel (III) Oxide